3-[4-Amino-7-methoxy-3-(4-phenoxy-phenyl)-pyrazolo[4,3-c]pyridin-1-yl]-cyclohexanol NC1=NC=C(C2=C1C(=NN2C2CC(CCC2)O)C2=CC=C(C=C2)OC2=CC=CC=C2)OC